6-chloro-8-[(1S,2S)-[2-(2,2-difluoroethyl)indazol-6-yl]cyclopropyl]imidazo[1,2-b]pyridazine ClC=1C=C(C=2N(N1)C=CN2)C2(CC2)C=2C=CC1=CN(N=C1C2)CC(F)F